isooctyl 2,4-dichlorophenoxyacetate ClC1=C(OCC(=O)OCCCCCC(C)C)C=CC(=C1)Cl